(S)-1-tert-butyl 2-methyl 5-phenylpyrrolidine-1,2-dicarboxylate C1(=CC=CC=C1)C1CC[C@H](N1C(=O)OC(C)(C)C)C(=O)OC